C1=C(C=CC2=CC=CC=C12)C=1N=C(NC1C1=CC=CC=C1)CC=1SC=CC1 4-(2-naphthyl)-5-phenyl-2-(2-thienylmethyl)imidazole